COC1=C(C=CC(=N1)C=1N=NC(=CC1)OC1CC(NC(C1)(C)C)(C)C)C=1N=NN(C1)C 3-[6-methoxy-5-(1-methyl-1,2,3-triazol-4-yl)pyridin-2-yl]-6-[(2,2,6,6-tetramethylpiperidin-4-yl)oxy]pyridazine